N-(4-bromophenyl)-N-(2-fluoro-4-(5-(trifluoromethyl)-1,3,4-oxadiazol-2-yl)benzyl)methanesulfonamide BrC1=CC=C(C=C1)N(S(=O)(=O)C)CC1=C(C=C(C=C1)C=1OC(=NN1)C(F)(F)F)F